C(C1=CC=CC=C1)OC1=C(C=CC(=C1)OCC1=CC=CC=C1)C=CC(=O)C1=CC=C(C=C1)OC 3-(2,4-bis(benzyloxy)phenyl)-1-(4-methoxyphenyl)prop-2-en-1-one